C(C)(C)(C)OC(NC1=CC2=C(N(C(N2)=O)C)C(=C1)OCCCl)=O (7-(2-Chloroethoxy)-1-methyl-2-oxo-2,3-dihydro-1H-benzo[d]imidazol-5-yl)carbamic acid tert-butyl ester